5-bromo-3-hydroxythiophene-2-carboxylate BrC1=CC(=C(S1)C(=O)[O-])O